COC1=CC=C(CN2N=CC(=CC2=O)C=C)C=C1 2-(4-methoxybenzyl)-5-vinylpyridazin-3(2H)-one